FC=1C(=C(C=CC1F)C(=O)N1CC(C1)(O)CN1CCOCC1)NC1=C(C=C(C=C1)I)F 1-({3,4-difluoro-2-[(2-fluoro-4-iodophenyl)amino]phenyl}carbonyl)-3-(morpholin-4-ylmethyl)azetidin-3-ol